C(#N)N(C=1SC(=C(N1)C(=O)NCC(C)C)C)C1=CC(=NC(=C1)F)F 2-[cyano-(2,6-difluoro-4-pyridyl)amino]-N-isobutyl-5-methyl-thiazole-4-carboxamide